C(CCCCCCCCCCCCCCCC)(N)(N)N heptadecanetriamine